O=C1NC(CCC1N1C(C2=CC=CC(=C2C1=O)N(C1CCC(CC1)C(=O)O)C)=O)=O (1r,4r)-4-{[2-(2,6-dioxopiperidin-3-yl)-1,3-dioxo-2,3-dihydro-1H-isoindol-4-yl](methyl)amino}cyclohexane-1-carboxylic acid